FC1=C(C=CC(=C1)NC(=O)OC(C)(C)C)B(O)O 2-fluoro-4-(Boc-amino)phenylboronic acid